COC=1C=C2CCN(CC2=CC1NC1=NC=C2C(=N1)N(N=C2)[C@@H]2C[C@H](CCC2)C(=O)O)C rac-(trans)-3-(6-((6-methoxy-2-methyl-1,2,3,4-tetrahydroisoquinolin-7-yl)amino)-1H-pyrazolo[3,4-d]pyrimidin-1-yl)cyclohexane-1-carboxylic acid